O=C1NC(CCC1N1C(C2=C(C=C(C=C2C1)N1CCN(CC1)CCCCOC1=CC(=C(C=C1)C1CCN(CC1)C1=CC(=C(C#N)C=C1)C(F)(F)F)F)OC)=O)=O 4-(4-(4-(4-(4-(2-(2,6-Dioxopiperidin-3-yl)-7-methoxy-1-oxoisoindolin-5-yl)piperazin-1-yl)butoxy)-2-fluorophenyl)piperidin-1-yl)-2-(trifluoromethyl)benzonitrile